ClC=1C=C(C=C(C1CC1=CNC(C(=C1)C(C)C)=O)Cl)N1N=C(C(NC1=O)=O)C#N 2-(3,5-dichloro-4-((5-isopropyl-6-oxo-1,6-dihydropyridin-3-yl)methyl)phenyl)-3,5-dioxo-2,3,4,5-tetrahydro-1,2,4-triazine-6-carbonitrile